C[Si](C)(C)OC(C(C)Cl)=O trimethylsilyl-2-chloropropionate